((7-bromo-4-((5-fluoroquinolin-6-yl)amino)quinazolin-5-yl)oxy)cyclobutan-1-ol BrC1=CC(=C2C(=NC=NC2=C1)NC=1C(=C2C=CC=NC2=CC1)F)OC1(CCC1)O